8-(2-Bromo-5-methoxy-4-nitro-phenyl)-1,4-dioxa-8-azaspiro[4.5]decane BrC1=C(C=C(C(=C1)[N+](=O)[O-])OC)N1CCC2(OCCO2)CC1